CC1(NC(CC(C1)NCCCC)(C)C)C N-(2,2,6,6-tetramethyl-4-piperidyl)butylamine